C(C)(C)(C)OC(=O)N[C@H](C(=O)OC)CC=1C=NC(=CC1)C1=CC=CC=C1 methyl (S)-2-((tertbutoxycarbonyl)amino)-3-(6-phenylpyridin-3-yl)propanoate